1-(3-cyano-6-(1-methyl-1H-pyrazol-4-yl)pyrazolo[1,5-a]pyridin-4-yl)-N-((6-(4-fluoro-1H-pyrazol-1-yl)pyridin-3-yl)methyl)-4-methylpiperidine-4-carboxamide C(#N)C=1C=NN2C1C(=CC(=C2)C=2C=NN(C2)C)N2CCC(CC2)(C(=O)NCC=2C=NC(=CC2)N2N=CC(=C2)F)C